2-(2,2-Difluoro-1'-oxo-6'-(trifluoromethyl)-1'H-spiro[cyclopropane-1,4'-isoquinoline]-2'(3'H)-yl)acetic acid methyl ester COC(CN1C(C2=CC=C(C=C2C2(C1)C(C2)(F)F)C(F)(F)F)=O)=O